CC=CCC=1NC2=CC=CC=C2C1 methylallylindole